OC=1C=C(C=NC1)C1=NN(C=C1)C1CCN(CC1)C(=O)OC(C)(C)C tert-butyl 4-[3-(5-hydroxypyridin-3-yl)-1H-pyrazol-1-yl]piperidine-1-carboxylate